methyl 2-(4,4-dimethyl-1,4-azasilinan-1-yl)-4-mercaptobenzoate Methyl-2-(4,4-dimethyl-1,4-azasilinan-1-yl)-4-((4-methoxybenzyl)thio)benzoate COC(C1=C(C=C(C=C1)SCC1=CC=C(C=C1)OC)N1CC[Si](CC1)(C)C)=O.C[Si]1(CCN(CC1)C1=C(C(=O)OC)C=CC(=C1)S)C